ClC=1C(=NC(=NC1)NC=1C=C(C=NC1)N1C(CCC1)=O)N1CC(CCC1)C1=CC=CC=C1 1-(5-((5-chloro-4-(3-phenylpiperidin-1-yl)pyrimidin-2-yl)amino)pyridin-3-yl)pyrrolidin-2-one